(7R)-2-{2-[1-(cyclopropylmethyl)-6-(1-methyl-1H-pyrazol-3-yl)-1H-pyrrolo[2,3-b]pyridin-2-yl]-7-methoxy-1-methyl-1H-1,3-benzodiazole-5-carbonyl}-2-azabicyclo[2.2.1]heptan-7-amine C1(CC1)CN1C(=CC=2C1=NC(=CC2)C2=NN(C=C2)C)C2=NC1=C(N2C)C(=CC(=C1)C(=O)N1C2CCC(C1)[C@H]2N)OC